(S)-1-Methyl-5-oxopyrrolidine CN1CCCC1=O